[Na+].O1CCN(CC1)C(CC)S(=O)(=O)[O-] (morpholino)propanesulfonic acid sodium salt